C(C)(C)(C)N1N=CC(=N1)C(=O)NCC1=C(C=C(C(=C1)F)C=1C=2N(C=C(N1)C=1C=NN(C1)C)N=CC2)F 2-(tert-butyl)-N-(2,5-difluoro-4-(6-(1-methyl-1H-pyrazol-4-yl)pyrazolo[1,5-a]pyrazin-4-yl)benzyl)-2H-1,2,3-triazole-4-carboxamide